3-(5-((4-(4-amino-3-(4-phenoxyphenyl)-1H-pyrazolo[3,4-d]pyrimidin-1-yl)piperidin-1-yl)methyl)-4-fluoropyridin-2-yl)piperidine-2,6-dione NC1=C2C(=NC=N1)N(N=C2C2=CC=C(C=C2)OC2=CC=CC=C2)C2CCN(CC2)CC=2C(=CC(=NC2)C2C(NC(CC2)=O)=O)F